FC1=CC(=C(C=C1)N1CN(C(C2=CC=C(C=C12)S(=O)(=O)C)=O)C=1C(=NC(=CC1)OC)C)C 1-(4-fluoro-2-methylphenyl)-3-(6-methoxy-2-methylpyridin-3-yl)-7-(methylsulfonyl)-2,3-dihydroquinazolin-4(1H)-one